4-((1R,5S)-3,8-diazabicyclo[3.2.1]octan-3-yl)-7-(8-bromonaphthalen-1-yl)-8-fluoro-2-((tetrahydro-1H-pyrrolizin-7a(5H)-yl)methoxy)quinazoline [C@H]12CN(C[C@H](CC1)N2)C2=NC(=NC1=C(C(=CC=C21)C2=CC=CC1=CC=CC(=C21)Br)F)OCC21CCCN1CCC2